BrC1=C(C=CC2=C1C=C(O2)I)F 4-bromo-5-fluoro-2-iodobenzofuran